1,1'-[1,4-phenylenebis(methylene)]bis[2-methyl-1H-imidazole] C1(=CC=C(C=C1)CN1C(=NC=C1)C)CN1C(=NC=C1)C